Cl.NCC(C(C)C1=C(C(=CC=C1)C)C)=O 1-amino-3-(2,3-dimethylphenyl)butan-2-one hydrochloride